O=C1N(C=CC=C1)C1=NC=CC=C1 2-oxo-2H-[1,2'-bipyridin]